NC1=NN2C(C=C(C=C2)C=2C(=C(C(=O)NCC([C@@H](C3=CC=C(C=C3)F)F)(F)F)C(=CC2)C(F)(F)F)F)=N1 (R)-3-(2-amino-[1,2,4]triazolo[1,5-a]pyridin-7-yl)-2-fluoro-N-(2,2,3-trifluoro-3-(4-fluorophenyl)propyl)-6-(trifluoromethyl)benzamide